ethyl-α-(p-hydroxyphenyl)-p-methoxyphenylethanol citrate C(CC(O)(C(=O)O)CC(=O)O)(=O)O.C(C)CC(O)(C1=CC=C(C=C1)O)C1=CC=C(C=C1)OC